N-(7-(4-(piperazin-1-yl)phenyl)quinazolin-4-yl)benzothiazol-5-amine N1(CCNCC1)C1=CC=C(C=C1)C1=CC=C2C(=NC=NC2=C1)NC=1C=CC2=C(N=CS2)C1